N=1C=NN2C1C=CC(=C2)C=2N(N=C1C(N(C=CC12)C1=CC=C(C=C1)O)=O)C1=NC(=CC=C1)C 3-([1,2,4]triazolo[1,5-a]pyridin-6-yl)-6-(4-hydroxyphenyl)-2-(6-methylpyridin-2-yl)-2H-pyrazolo[3,4-c]pyridin-7(6H)-one